Cl.FC1=CC=C(C=C1)[C@@]1(CCOC2(CCCC2)C1)CCNCC1=C(C=CC=C1)C1=CC=NC=C1 (R)-2-(9-(4-fluorophenyl)-6-oxaspiro[4.5]decan-9-yl)-N-(2-(pyridin-4-yl)benzyl)ethylamine monohydrochloride